FC1=C(C=CC=C1)NNC(COC1=C(OC2=C(C1=O)C=CC=C2)C2=CC=CC=C2)=O N'-(2-fluorophenyl)-2-((4-oxo-2-phenyl-4H-benzopyran-3-yl)oxy)acethydrazide